6-(piperidin-4-yl)pyridazin-3-amine N1CCC(CC1)C1=CC=C(N=N1)N